B([O-])([O-])[O-].FC1=C(C(=C(C(=C1[SH2+])F)F)F)F.FC1=C(C(=C(C(=C1[SH2+])F)F)F)F.FC1=C(C(=C(C(=C1[SH2+])F)F)F)F pentafluorophenylsulfonium borate